C(#N)C1=C2C(=CN(C2=CC=C1)C(=O)OC(C)(C)C)B1OC(C(O1)(C)C)(C)C tert-butyl 4-cyano-3-(4,4,5,5-tetramethyl-1,3,2-dioxaborolan-2-yl)-1H-indole-1-carboxylate